O=C1C2(C=3C(=NC=CC3)N1)CC1=C(NC(=C1)C(=O)O)C2 2'-oxo-1',2',4,6-tetrahydro-1H-spiro[cyclopenta[b]pyrrole-5,3'-pyrrolo[2,3-b]pyridine]-2-carboxylic acid